ClC1=C(C=C(C(=C1)F)OC)C1=CC(=C(S1)C(=O)OC)NC(=O)OC1=CC=C(C=C1)[N+](=O)[O-] methyl 5-(2-chloro-4-fluoro-5-methoxyphenyl)-3-(((4-nitrophenoxy)carbonyl)amino)thiophene-2-carboxylate